C(=O)NN formyl-hydrazine